[OH-].O=CCCC(C)CN1C=[N+](C=C1)CC(C)CCC=O 1,3-bis[(oxopenta-2-yl)methyl]imidazolium hydroxide